2-(2H-benzotriazol-2-yl)-4-tertbutylphenol N=1N(N=C2C1C=CC=C2)C2=C(C=CC(=C2)C(C)(C)C)O